Methyl N-({(2s,3s)-3-[(Propylamino)carbonyl]oxiran-2-Yl}carbonyl)-L-Isoleucyl-L-Prolinate C(CC)NC(=O)[C@@H]1[C@H](O1)C(=O)N[C@@H]([C@@H](C)CC)C(=O)N1[C@@H](CCC1)C(=O)OC